COC(=O)[C@@H]1O[C@H]([C@@H]([C@H]([C@H]1OCC1=CC=CC=C1)OCC1=CC=CC=C1)OCC1=CC=CC=C1)C1=CC(=C(C=C1)Cl)CC1=CC=C(C=C1)OCC ((2R,3R,4R,5S,6S)-3,4,5-tris(benzyloxy)-6-(4-chloro-3-(4-ethoxybenzyl)phenyl)tetrahydro-2H-pyran-2-yl)carboxylic acid methyl ester